4-BROMO-1-METHYL-1H-PYRAZOLE-3-CARBALDEHYDE BrC=1C(=NN(C1)C)C=O